S1C2=C(C=C1C1=CC(=NN1)NC1=C(C=C(C=C1)O)C)C=CC=C2 4-((5-(benzo[b]thiophen-2-yl)-1H-pyrazol-3-yl)amino)-3-methylphenol